C(C=C)(=O)OCCCCCCCCCCCC[Si](OCC)(OCC)OCC acryloyloxydodecyltriethoxysilane